S(=O)(=O)(ON1[C@@H]2CC[C@H](N(C1=O)C2)SC(F)(F)F)[O-].[Na+] Sodium (2R,5R)-7-oxo-2-[(trifluoromethyl)sulfanyl]-1,6-diazabicyclo[3.2.1]octan-6-yl sulfate